6-[2-[2-(methylsulfonyl)ethylaminomethyl]thiazol-4-yl]quinazolin-4-amine CS(=O)(=O)CCNCC=1SC=C(N1)C=1C=C2C(=NC=NC2=CC1)N